t-butyl (4-bromo-2-cyanophenoxy)acetate BrC1=CC(=C(OCC(=O)OC(C)(C)C)C=C1)C#N